(1-methyl-2-phenoxy-2-phenyl-ethyl) (2S)-2-[(3-acetoxy-4-formamido-pyridine-2-carbonyl)amino]propanoate C(C)(=O)OC=1C(=NC=CC1NC=O)C(=O)N[C@H](C(=O)OC(C(C1=CC=CC=C1)OC1=CC=CC=C1)C)C